ClC=1C=C(C=NC1)OC1=CC=C(C=N1)S(=O)(=O)N1[C@H]([C@@H]2CC[C@H](C1)N2C(=O)OCCOC)C(NO)=O 2-methoxyethyl (1S,2R,5R)-3-((6-((5-chloropyridin-3-yl)oxy)pyridin-3-yl)-sulfonyl)-2-(hydroxycarbamoyl)-3,8-diaza-bicyclo[3.2.1]octane-8-carboxylate